2-ethoxy-6-(1-(2-fluoro-6-methylphenyl)piperidin-4-yl)-8-((3-(trifluoromethyl)pyrazin-2-yl)methyl)pyrido[2,3-d]pyrimidin-7(8H)-one C(C)OC=1N=CC2=C(N1)N(C(C(=C2)C2CCN(CC2)C2=C(C=CC=C2C)F)=O)CC2=NC=CN=C2C(F)(F)F